3'-(ethane-1,2-diylbis(5-carbamoyl-1H-benzo[d]imidazole-1,2-diyl))bis(4-(trifluoromethyl)benzo[b]thiophene-2-carboxylic acid) C(CN1C(=NC2=C1C=CC(=C2)C(N)=O)C=2C1=C(SC2C(=O)O)C=CC=C1C(F)(F)F)N1C(=NC2=C1C=CC(=C2)C(N)=O)C=2C1=C(SC2C(=O)O)C=CC=C1C(F)(F)F